1-(1-methoxycarbonyl-1-methylethyl)-4-[(4-methoxyphenyl)thiomethyl]-1H-1,2,3-triazole COC(=O)C(C)(C)N1N=NC(=C1)CSC1=CC=C(C=C1)OC